{(S)-9-[3-(tert-Butyl-dimethyl-silanyloxy)-prop-1-ynyl]-2-oxo-2,3,4,5-tetrahydro-1H-benzo[b][1,4]diazepin-3-yl}-carbamic acid tert-butyl ester C(C)(C)(C)OC(N[C@H]1CNC2=C(NC1=O)C(=CC=C2)C#CCO[Si](C)(C)C(C)(C)C)=O